[Si](C)(C)(C(C)(C)C)OC1C=2N(CCCC1)N=CC2C2=NC(=NC=C2Cl)Cl 4-((tert-butyldimethylsilyl)oxy)-3-(2,5-dichloropyrimidin-4-yl)-5,6,7,8-tetrahydro-4H-pyrazolo[1,5-a]azepine